5-(3-nitrophenoxy)-1H-pyrrolo[2,3-b]pyridine [N+](=O)([O-])C=1C=C(OC=2C=C3C(=NC2)NC=C3)C=CC1